carbamoyl-4,4-dimethyl-2-oxazoline C(N)(=O)C=1OCC(N1)(C)C